C12(CCC(CC1)CC2)COC2=CC=C(C=C2)C(C(C)(C)OC)NC([C@@H](C)C2=CC=CC=C2)=O (2S)-N-(1-(4-(bicyclo[2.2.2]octan-1-ylmethoxy)phenyl)-2-methoxy-2-methylpropyl)-2-phenylpropanamide